C(C)(C)(C)OC(=O)N1CC(NCC1)C 4-tert-butyloxycarbonyl-2-methylpiperazine